1-(4-(4-coumarinyl)-phenyl)-3-(3-bromophenyl)-2-propen-1-one O1C(=O)C=C(C2=CC=CC=C12)C1=CC=C(C=C1)C(C=CC1=CC(=CC=C1)Br)=O